CC(C)(C#C)OC1=CC=C(C=C1)NC(C)=O N-(4-((2-methylbut-3-yn-2-yl)oxy)phenyl)acetamide